OCCN(CCO)CP(C1=CC=CC=C1)C1=CC=CC=C1 ((bis(2-hydroxyethyl)amino)methyl)diphenyl-phosphine